COC1=C(C=CC=C1)N1CC2(CC1)CCN(CC2)C2=C(C(N(C1=CC=CC=C21)C)=O)C#N 4-[2-(2-methoxyphenyl)-2,8-diazaspiro[4.5]decan-8-yl]-1-methyl-2-oxo-1,2-dihydroquinoline-3-carbonitrile